BrC1=CC(=C(CNNC(=O)C2=C(C=NN2C(C)(C)C)OC2=CC=CC=C2)C=C1)Cl N'-(4-bromo-2-chlorobenzyl)-1-(tert-butyl)-4-phenoxy-1H-pyrazole-5-carbohydrazide